2-chloro-N-methyl-5-(5-methyl-1,3,4-thiadiazol-2-yl)pyridin-4-amine ClC1=NC=C(C(=C1)NC)C=1SC(=NN1)C